N-cyclohexyl-N,N-DIMETHYLAMINE C1(CCCCC1)N(C)C